S1C(=NC2=C1C=CC=C2)NC(=O)C=2C=CC=C1CCN(CC21)C2=CC=C(C(=N2)C(=O)O)C2=C(N(C(=C2)C#N)CC2(CCCCC2)N(C)C)C 6-[8-(1,3-benzothiazol-2-ylcarbamoyl)-3,4-dihydroisoquinolin-2(1H)-yl]-3-(5-cyano-1-{[1-(dimethylamino)cyclohexyl]methyl}-2-methyl-1H-pyrrol-3-yl)pyridine-2-carboxylic acid